(R)-2-((3,5-dicyano-4-ethyl-6-((S)-3-hydroxypyrrolidin-1-yl)pyridin-2-yl)sulfanyl)-2-phenylacetamide C(#N)C=1C(=NC(=C(C1CC)C#N)N1C[C@H](CC1)O)S[C@@H](C(=O)N)C1=CC=CC=C1